IC1=NN(C2=CC=C(C=C12)OC1(CC1)C)C1OCCCC1 3-iodo-5-(1-methylcyclopropoxy)-1-(tetrahydro-2H-pyran-2-yl)-1H-indazole